CC(CC(C)P(C1=CC=C(C=C1)C(C)(C)C)C1=CC=C(C=C1)C(C)(C)C)P(C1=CC=C(C=C1)C(C)(C)C)C1=CC=C(C=C1)C(C)(C)C pentane-2,4-diylbis(bis(4-(tert-butyl)phenyl)phosphine)